C(CCCCCCCCCCCCCCC)(=O)OCC(COC(CCCCCCCCCCCCCCC)=O)OC(CCCOC(CC\C(=C\CC=1C(=C2C(OCC2=C(C1OC)C)=O)O)\C)=O)=O (E)-2-((4-((6-(4-Hydroxy-6-methoxy-7-methyl-3-oxo-1,3-dihydroisobenzofuran-5-yl)-4-methylhex-4-enoyl)oxy)butanoyl)oxy)propane-1,3-diyl dipalmitate